F[C@@H]1C(NC(C[C@@H]1N1CCC2=C1N=NC(=C2)C=2C(=CC1=C(C=C(C(O1)=O)C)C2)O)(C)C)(C)C 6-{7-[(3S,4S)-3-fluoro-2,2,6,6-tetramethylpiperidin-4-yl]-6,7-dihydro-5H-pyrrolo[2,3-c]pyridazin-3-yl}-7-hydroxy-3-methyl-2H-1-benzopyran-2-one